N-((S)-1-((1R,2S,5S)-6,6-dimethyl-2-(2-(((S)-2-oxopiperidin-3-yl)methyl)hydrazine-1-carbonyl)-3-azabicyclo[3.1.0]hexan-3-yl)-3,3-dimethyl-1-oxobutan-2-yl)-2,2,2-trifluoroacetamide CC1([C@H]2CN([C@@H]([C@@H]12)C(=O)NNC[C@H]1C(NCCC1)=O)C([C@H](C(C)(C)C)NC(C(F)(F)F)=O)=O)C